Methyl 1-(4-(3-(2,6-dichlorophenyl)-3-fluoroazetidin-1-yl)-3,5-dimethyl-benzyl)-piperidine-4-carboxylate ClC1=C(C(=CC=C1)Cl)C1(CN(C1)C1=C(C=C(CN2CCC(CC2)C(=O)OC)C=C1C)C)F